C(=O)(O)C(O)C(O)C(=O)O.NCCC(=O)O beta-alanine tartrate